1-(2-methyl-1,4,7-trioxo-1,3,4,7-tetrahydropyrido[3,4-d]pyridazin-6(2H)-yl)cyclopropane-1-carbonitrile CN1NC(C=2C(C1=O)=CC(N(C2)C2(CC2)C#N)=O)=O